5-(1-hydroxy-2-phenylaminoethyl)-1,3,4-oxadiazol-2(3H)-one OC(CNC1=CC=CC=C1)C1=NNC(O1)=O